C(C)OC(=O)C1=NOC(=N1)C1C(C1C)C 5-(2,3-cis-dimethylcyclopropyl)-1,2,4-oxadiazole-3-carboxylic acid ethyl ester